OC1=C(C=NNC(C2=CC(=C(C(=C2)OCC2=CC=CC=C2)OCC2=CC=CC=C2)OCC2=CC=CC=C2)=O)C=CC=C1 3,4,5-Tribenzyloxy-benzoic acid (2-hydroxy-benzylidene)-hydrazide